(S)-N-tertiary butyl-1,2,3,4-tetrahydroisoquinoline-3-carboxamide C(C)(C)(C)NC(=O)[C@H]1NCC2=CC=CC=C2C1